C(C=CCCCCCCCCCCCCC)S(=O)(=O)[O-] 1-hexadec-2-ensulfonat